5-methyl-3-(2-(3-(4-methylphenyl)-4-oxothiazolidin-2-ylidene)hydrazono)-1H-indol-2-one CC=1C=C2C(C(NC2=CC1)=O)=NN=C1SCC(N1C1=CC=C(C=C1)C)=O